N-acetyl-N-(1-(pyridin-3-yl)ethyl)methacrylamide C(C)(=O)N(C(C(=C)C)=O)C(C)C=1C=NC=CC1